C(C)(C)(C)OC(=O)N1[C@@H]2[C@@H]([C@@H](C[C@H]1CCC2)OC2=CN=C(N=N2)C2=C(C=C(C=C2)Br)O)F |r| (±)-(1S,2S,3R,5R)-3-((3-(4-bromo-2-hydroxyphenyl)-1,2,4-triazin-6-yl)oxy)-2-fluoro-9-azabicyclo[3.3.1]nonane-9-carboxylic acid tert-butyl ester